NC1=NC=C(C(=C1)N[C@H](CO)C1=CC=CC=C1)C1=NC(=NO1)C1=CC=NC=C1 (2S)-2-({2-amino-5-[3-(pyridin-4-yl)-1,2,4-oxadiazol-5-yl]pyridin-4-yl}amino)-2-phenylethanol